CCCCC(CC)C(=O)OCC(CC)(COC(=O)C(CC)CCCC)COC(=O)C(CC)CCCC trimethylolpropane triethylhexanoate